O[C@H](COC=1C=C(C=CC1)S(=O)(=O)NC)CN[C@@H]1COC2(C1)CCN(CC2)S(=O)(=O)C2=CC(=CC=C2)C=2C=NC=CC2 3-((S)-2-hydroxy-3-((S)-8-(3-(pyridin-3-yl)phenylsulfonyl)-1-oxa-8-azaspiro[4.5]decan-3-ylamino)propoxy)-N-methylbenzenesulfonamide